(R)-9-fluoro-2-(1-(6-isopropoxypyridin-3-yl)piperidin-3-yl)-7-methoxy-[1,2,4]triazolo[1,5-c]quinazolin-5-amine FC1=CC=2C=3N(C(=NC2C(=C1)OC)N)N=C(N3)[C@H]3CN(CCC3)C=3C=NC(=CC3)OC(C)C